3-(2-((4-chlorophenethyl)amino)pyrimidin-5-yl)propanoic acid ClC1=CC=C(CCNC2=NC=C(C=N2)CCC(=O)O)C=C1